O=C(CCCCNC(=O)C1=CC=2CCCCC2C=C1)NOC1OCCCC1 N-(5-oxo-5-(((tetrahydro-2H-pyran-2-yl)oxy)amino)pentyl)-5,6,7,8-tetrahydro-naphthalene-2-carboxamide